1-(1H-indol-5-yl)pyrrolo[2,3-b]pyridine N1C=CC2=CC(=CC=C12)N1C=CC=2C1=NC=CC2